3H-[1,2,3]triazolo[4,5-b]pyridin N1=NNC2=NC=CC=C21